2-amino-7-[2-(2-hydroxy-1-hydroxymethyl-ethylamino)-ethyl]-1,7-dihydro-purin-6-one NC=1NC(C=2N(C=NC2N1)CCNC(CO)CO)=O